3-(3-chloro-2-fluorophenyl)oxetan-3-ol ClC=1C(=C(C=CC1)C1(COC1)O)F